C(#N)C1=C(SC2=C1C(=CC=C2F)C=2C1=C(C=3C(=NC(=NC3C2F)SCC)N2[C@H]3CN([C@@H](C2)C3)C)COC1)NC(OC(C)(C)C)=O tert-Butyl N-[3-cyano-4-[3-ethylsulfanyl-5-fluoro-1-[(1R,4R)-5-methyl-2,5-diazabicyclo[2.2.1]heptan-2-yl]-7,9-dihydrofuro[3,4-f]quinazolin-6-yl]-7-fluoro-benzothiophen-2-yl]carbamate